4-chloro-3-(5,7-difluoro-4-oxo-6-(6-(trifluoromethyl)pyridin-3-yl)-1,4-dihydroquinolin-2-yl)benzonitrile ClC1=C(C=C(C#N)C=C1)C=1NC2=CC(=C(C(=C2C(C1)=O)F)C=1C=NC(=CC1)C(F)(F)F)F